2-(2-(cyclopropanesulfonylamino)pyrimidin-4-yl)-N-(4-(6-isopropoxypyrazin-2-yl)phenyl)acetamide C1(CC1)S(=O)(=O)NC1=NC=CC(=N1)CC(=O)NC1=CC=C(C=C1)C1=NC(=CN=C1)OC(C)C